FC1=C(C=C(C=C1)F)[C@H]1N(CCNC1)C(=O)N1CC2(CCCC2)[C@@H](CC1)CN1C=NC(=CC1=O)C1=C(C=CC=C1)OC 3-(((R)-7-((R)-2-(2,5-difluorophenyl)piperazine-1-carbonyl)-7-azaspiro[4.5]dec-10-yl)methyl)-6-(2-methoxyphenyl)pyrimidin-4(3H)-one